tert-Butyl 2-(7-{[(14-amino-3,6,9,12-tetraoxatetradecan-1-yl)carbamoyl]methyl}-4,10-bis[2-(tert-butoxy)-2-oxoethyl]-1,4,7,10-tetraazacyclododecan-1-yl)acetate NCCOCCOCCOCCOCCNC(=O)CN1CCN(CCN(CCN(CC1)CC(OC(C)(C)C)=O)CC(=O)OC(C)(C)C)CC(=O)OC(C)(C)C